ClC1=CC=C2C=CN=C(C2=C1)NC1=CC=C(C=C1)S(=O)(=O)NCC1CC2=CC=CC=C2CC1 4-((7-chloroisoquinolin-1-yl)amino)-N-((1,2,3,4-tetrahydronaphthalen-2-yl)methyl)benzenesulfonamide